Methyl 2-(4-(2-chloroacetamido)-3-(((1-(cyanomethyl)cyclopropyl)methyl)amino) phenyl)acetate ClCC(=O)NC1=C(C=C(C=C1)CC(=O)OC)NCC1(CC1)CC#N